N-methyl-5,6-dichloroindole CN1C=CC2=CC(=C(C=C12)Cl)Cl